((6-(5-(2-aminoacetamido)pyridin-2-yl)-1,2,4,5-tetrazin-3-yl)methyl)phosphonic acid NCC(=O)NC=1C=CC(=NC1)C1=NN=C(N=N1)CP(O)(O)=O